6-(8-Fluoro-2-methylimidazo[1,2-a]pyridin-6-yl)-N-(2,2,6,6-tetramethylpiperidin-4-yl)[1,3]thiazolo[4,5-c]pyridin-2-amin FC=1C=2N(C=C(C1)C1=CC3=C(C=N1)N=C(S3)NC3CC(NC(C3)(C)C)(C)C)C=C(N2)C